(3-cyano-4-fluorophenyl)-1,2,4-trimethyl-5-(2-((1-methylpiperidin-4-yl)amino)-2-oxoacetyl)-1H-pyrrole-3-carboxamide C(#N)C=1C=C(C=CC1F)NC(=O)C1=C(N(C(=C1C)C(C(=O)NC1CCN(CC1)C)=O)C)C